2-isocyanato-2-methyl-propionic acid methyl ester COC(C(C)(C)N=C=O)=O